9-(6-(4-(dimethylamino)piperidin-1-yl)pyridin-3-yl)-6,7-dimethoxynaphtho[2,3]furan CN(C1CCN(CC1)C1=CC=C(C=N1)C1=C2C=C(C(=CC2=CC=2C=COC21)OC)OC)C